C1(CC1)C[C@H](N1CCN(CC1)CC=C)C1=CC=C(C=C1)[C@H](C)NC=1N=CC2=C(N(C(OC2)=O)CC)N1 7-[[(1S)-1-[4-[(1S)-2-cyclopropyl-1-(4-prop-2-enylpiperazin-1-yl)ethyl]phenyl]ethyl]amino]-1-ethyl-4H-pyrimido[4,5-d][1,3]oxazin-2-one